hexadecane manganese(II) [Mn+2].CCCCCCCCCCCCCCCC